C1\C=C\CCCCCCCCCCCCC(=O)OC1=O trans-2-pentadecene-1,15-dicarboxylic anhydride